tert-butyl 6-(pyridin-3-ylmethyl)-5-oxo-1,4,5,6-tetrahydropyrido[3,4-c][1,8]naphthyridine-3(2H)-carboxylate N1=CC(=CC=C1)CN1C(C2=C(C=3C=CC=NC13)CCN(C2)C(=O)OC(C)(C)C)=O